benzyl-(R)-1-((benzyloxy)carbonyl)pyrrolidine-3-carboxylic acid C(C1=CC=CC=C1)[C@H]1N(CCC1C(=O)O)C(=O)OCC1=CC=CC=C1